C(CCCCC(=O)OCC(COC(CCCCC(=O)OCC\C=C/CCCCC)=O)(CO)COC(=O)C1CC2C(CC1)C2(F)F)(=O)OCC\C=C/CCCCC O6-[2-[(7,7-difluoronorcarane-3-carbonyl)oxymethyl]-2-(hydroxymethyl)-3-[6-[(Z)-non-3-enoxy]-6-oxo-hexanoyl]oxy-propyl] O1-[(Z)-non-3-enyl] hexanedioate